ClC=1C=C(C=CC1)[C@H]1[C@@H](CN(CC1)C(=O)C=1C=2N(C=CC1)C=NC2)NC(CNC(C(F)(F)F)C)=O N-((3S,4S)-4-(3-chlorophenyl)-1-(imidazo[1,5-a]pyridine-8-carbonyl)piperidin-3-yl)-2-((1,1,1-trifluoropropan-2-yl)amino)acetamide